tert-butyl (7S,8aS)-7-(3-hydroxypropyl)-6-oxohexahydropyrrolo[1,2-a]pyrazine-2(1H)-carboxylate OCCC[C@H]1C[C@@H]2N(CCN(C2)C(=O)OC(C)(C)C)C1=O